ClC1=C(C=C(C=C1)Cl)N=NC1=C(C(=CC2=CC=CC=C12)C(=O)NC1=CC=C(C=C1)NC(=O)C1=CC2=CC=CC=C2C(=C1O)N=NC1=C(C=CC(=C1)Cl)Cl)O 4-[(2,5-dichlorophenyl)diazenyl]-N-[4-[[4-[(2,5-dichlorophenyl)diazenyl]-3-hydroxynaphthalene-2-carbonyl]amino]phenyl]-3-hydroxynaphthalene-2-carboxamide